1-Ethyl-1,2-dihydropyridin-2-one C(C)N1C(C=CC=C1)=O